C(C)(C)(C)C1=NN(C(=C1)NC(=O)NC1=C(C=C(C=C1)OC1=CC=NC=2NC(CCC12)=O)SC)C1=CC=C(C=C1)C 1-(3-(tert-butyl)-1-(p-tolyl)-1H-pyrazol-5-yl)-3-(2-(methylthio)-4-((7-oxo-5,6,7,8-tetrahydro-1,8-naphthyridin-4-yl)oxy)phenyl)urea